4-(4-(1H-indol-3-yl)-7-difluoroacetyl-5,6,7,8-tetrahydropyrido[3,4-d]pyrimidin-2-yl)-3-methylmorpholine N1C=C(C2=CC=CC=C12)C=1C2=C(N=C(N1)N1C(COCC1)C)CN(CC2)C(C(F)F)=O